(2S,5R)-5-(2-chlorophenyl)-1-(2'-isopropyl-[1,1'-biphenyl]-4-carbonyl)pyrrolidine-2-carboxylic acid ClC1=C(C=CC=C1)[C@H]1CC[C@H](N1C(=O)C1=CC=C(C=C1)C1=C(C=CC=C1)C(C)C)C(=O)O